NC1CC2=CC[C@H]3[C@@H]4CC[C@H]([C@@H](CCCC(C)C)C)[C@]4(CC[C@@H]3[C@]2(CC1)C)C 3-Amino-5-cholestene